C(C)(C)(C)OC(=O)N1C[C@@H](N(CC1)C=1C2=C(N=CN1)N(C=C2N2CCCC2)C2CCCCC2)C (S)-4-(7-cyclohexyl-5-(pyrrolidin-1-yl)-7H-pyrrolo[2,3-d]pyrimidin-4-yl)-3-methylpiperazine-1-carboxylic acid tert-butyl ester